tert-butyl (3S)-3-methyl-4-(2'-(methylthio)-3,4,5',6'-tetrahydro-2H-spiro[naphthalene-1,7'-pyrano[2,3-d]pyrimidin]-4'-yl)piperazine-1-carboxylate C[C@H]1CN(CCN1C=1C2=C(N=C(N1)SC)OC1(CC2)CCCC2=CC=CC=C21)C(=O)OC(C)(C)C